2-(4-Nitrophenyl)-N-(pyridin-2-yl)-1,5-naphthyridine-4-carboxamide [N+](=O)([O-])C1=CC=C(C=C1)C1=NC2=CC=CN=C2C(=C1)C(=O)NC1=NC=CC=C1